CCOCCOCCOCCOCCOCCC(=O)N 3,6,9,12,15-pentaoxaoctadecan-18-amide